COC(C1=C(C(=CC=C1F)CN=[N+]=[N-])F)=O 3-(azidomethyl)-2,6-difluorobenzoic acid methyl ester